C(OCCC(C)(OC)C)(=O)OOCCC(C)(OC)C di(3-methyl-3-methoxybutyl) peroxycarbonate